CN(C(=O)NC1=CC=CC=C1)C N-methyl-N-methylphenyl-urea